The molecule is a menaquinol whose structure comprises a 2-methylbenzohydroquinone nucleus and a side chain of six isoprenoid units. It has a role as an electron donor. CC1=C(C2=CC=CC=C2C(=C1C/C=C(\\C)/CC/C=C(\\C)/CC/C=C(\\C)/CC/C=C(\\C)/CC/C=C(\\C)/CCC=C(C)C)O)O